FC=1C(=C(C=CC1F)[C@H]1[C@@H](O[C@@](C1)(C)COC)C(=O)NC1=CC(=NC=C1)C(=O)N)OC |o1:8,9,11| rel-4-((2r,3s,5r)-3-(3,4-difluoro-2-methoxyphenyl)-5-(methoxymethyl)-5-methyltetrahydrofuran-2-carboxamido)pyridineamide